N-(3-(2-((4-(4-(3-((2-(2,6-dioxopiperidin-3-yl)-1,3-dioxoisoindolin-4-yl)oxy)propyl)piperidin-1-yl)phenyl)amino)pyrrolo[2,1-f][1,2,4]triazin-7-yl)phenyl)methanesulfonamide O=C1NC(CCC1N1C(C2=CC=CC(=C2C1=O)OCCCC1CCN(CC1)C1=CC=C(C=C1)NC1=NN2C(C=N1)=CC=C2C=2C=C(C=CC2)NS(=O)(=O)C)=O)=O